C(C)(C)N[C@H]([C@H](O)C1=CC=C(C=C1)C)C (1r,2s)-2-(isopropylamino)-1-(p-tolyl)propan-1-ol